tert-butyl (5-(2-(2-(1H-Indol-5-yl)-5-methylpiperidin-1-yl)-2-oxoacetamido)-3-methylpyridin-2-yl)carbamate N1C=CC2=CC(=CC=C12)C1N(CC(CC1)C)C(C(=O)NC=1C=C(C(=NC1)NC(OC(C)(C)C)=O)C)=O